9-(2-cyanobenzyl)-6-(1-methylcyclopropoxy)-9H-purin C(#N)C1=C(CN2C3=NC=NC(=C3N=C2)OC2(CC2)C)C=CC=C1